C1(CC1)CC(COC1OCCCC1)C1=NC=CC=C1 1-cyclopropyl-2-(pyridin-2-yl)-3-((tetrahydro-2H-pyran-2-yl)oxy)propane